CS(=O)(=O)NC(=O)C=1C=C2C(N(C(C2=CC1)=O)C=1C=C(C=CC1C(=O)O)C1=CC=CC=C1)=O 3-(5-Methanesulfonylaminocarbonyl-1,3-dioxo-1,3-dihydroisoindol-2-yl)biphenyl-4-carboxylic acid